C(#N)C=1SC=CC1 cyanothiophen